ethyl 2,6-dimethyl-4-oxocyclohexane-1-carboxylate CC1C(C(CC(C1)=O)C)C(=O)OCC